C(C)C1(CN(C1)C1=C(C=C(C=N1)C=1C(=C(COC(NC(N)=N)=O)C=CC1)F)F)C carbamimidoyl-carbamic acid 3-[6-(3-ethyl-3-methylazetidin-1-yl)-5-fluoropyridin-3-yl]-2-fluorobenzyl ester